alpha-benzoyl-DL-lysine C(C1=CC=CC=C1)(=O)[C@](N)(CCCCN)C(=O)O |r|